CC(C)N1N=CC=C1C(=O)O 1-(propane-2-yl)-1H-pyrazole-5-carboxylic acid